4-(8-((2-fluoro-5-(trifluoromethyl)benzoyl)-D-valyl)-1-oxo-2,8-diazaspiro[4.5]decan-4-yl)benzoic acid FC1=C(C(=O)N[C@H](C(C)C)C(=O)N2CCC3(C(CNC3=O)C3=CC=C(C(=O)O)C=C3)CC2)C=C(C=C1)C(F)(F)F